C(CCC(=O)OCCC1=CC=CC=C1)(=O)OCCC1=CC=CC=C1 2-phenylethyl (2-phenylethyl) succinate